1,2-bis(di-tert-pentylphosphinomethyl)-benzene C(C)(C)(CC)P(C(C)(C)CC)CC1=C(C=CC=C1)CP(C(C)(C)CC)C(C)(C)CC